C(CCCCC)S(=O)(=O)O hexane-1-sulfonic acid